(S)-1-(1-acryloylpyrrolidin-3-yl)-3-((2-fluoro-3,5-dimethoxyphenyl)ethynyl)-5-(methylamino)-1H-pyrazole-4-carboxamide C(C=C)(=O)N1C[C@H](CC1)N1N=C(C(=C1NC)C(=O)N)C#CC1=C(C(=CC(=C1)OC)OC)F